N-(n-Butyl)-3-amino-propyltrimethoxysilan C(CCC)NCCC[Si](OC)(OC)OC